BrCC1=C(C=CC=2OCCOC21)C(=O)OC methyl 5-(bromomethyl)-2,3-dihydrobenzo[b][1,4]dioxine-6-carboxylate